(R)-1-(2,4-difluorophenyl)propan-1-amine FC1=C(C=CC(=C1)F)[C@@H](CC)N